(S)-3-aminodihydrofuran-2(3H)-one hydrobromide salt Br.N[C@@H]1C(OCC1)=O